ClC=1C=C(C=CC1)C=1C(=NC(=NC1)N)N 5-(3-chlorophenyl)pyrimidine-2,4-diamine